3-mercapto-propyl-methyl-propyl-silane SCCC[SiH](CCC)C